NCC(C(C(F)F)(O)C1=CC=C(C=C1)F)(F)F 4-amino-1,1,3,3-tetrafluoro-2-(4-fluorophenyl)butan-2-ol